ClC1=CC=C(C=C1)NC(=O)C=1C2=C(SC1NC(=O)C1CCCCC1)CCC2 N-(4-chlorophenyl)-2-(cyclohexanecarbonylamino)-5,6-dihydro-4H-cyclopenta[b]thiophene-3-carboxamide